bis(1-naphthyl)-10-bromoanthracene-1,3,4,5,6,7,8-d7 C1(=CC=CC2=CC=CC=C12)C=1C2=C(C(=C(C(=C2C(=C2C(=C(C(=C(C12)[2H])C1=CC=CC2=CC=CC=C12)[2H])[2H])Br)[2H])[2H])[2H])[2H]